C(C1=CC=CC=C1)OCC(C1=CC(=CC(=C1)F)F)C=1C=C2C(=NNC2=CC1)NC(C1=C(C=C(C=C1)N1CCN(CC1)C)NC1CCOCC1)=O N-(5-(2-(benzyloxy)-1-(3,5-difluorophenyl)ethyl)-1H-indazol-3-yl)-4-(4-methylpiperazin-1-yl)-2-((tetrahydro-2H-pyran-4-yl)amino)benzamide